(2-((2,5-dichloropyrimidin-4-yl)amino)phenyl)(methyl)(methylimino)-λ6-sulfanone ClC1=NC=C(C(=N1)NC1=C(C=CC=C1)S(=O)(=NC)C)Cl